ClC1=C(C=CC(=C1)C(F)(F)F)N1C(CCC1)C=1C(=C(C(=O)O)C=CC1)F 3-(1-(2-chloro-4-(trifluoromethyl)phenyl)pyrrolidin-2-yl)-2-fluorobenzoic acid